(5-((2,6-dichlorophenyl)ethynyl)-2,3-dihydro-1H-inden-1-yl)-2-azaspiro[3.3]heptane-6-carboxylic acid ClC1=C(C(=CC=C1)Cl)C#CC=1C=C2CCC(C2=CC1)C1NCC12CC(C2)C(=O)O